N-(2-fluoro-4-(hydrazinecarbonyl)benzyl)-N-(3-fluorophenyl)thiomorpholine-4-carboxamide 1,1-dioxide FC1=C(CN(C(=O)N2CCS(CC2)(=O)=O)C2=CC(=CC=C2)F)C=CC(=C1)C(=O)NN